2',2'-(4-trifluoromethylpyridine-2,6-diyl)bis(4'-isopropyl-5-methyl-3-((3r,5r,7r)-3,5,7-trimethyladamantan-1-yl)-[1,1'-biphenyl]-2-ol) FC(C1=CC(=NC(=C1)C1C2(C[C@@]3(C[C@](CC1(C3)C)(C2)C)C)C2=C(C(=CC(=C2)C)C2=CC=C(C=C2)C(C)C)O)C2=C(C=CC(=C2)C(C)C)C=2C(=C(C=C(C2)C)C23CC1(CC(CC(C2)(C1)C)(C3)C)C)O)(F)F